2-(1-aziridinyl)ethylamine N1(CC1)CCN